N-(3-(2,6-dimethoxyphenyl)-1H-pyrrolo[2,3-b]pyridin-6-yl)-2-((dimethylamino)methyl)cyclopropane-1-carboxamide COC1=C(C(=CC=C1)OC)C1=CNC2=NC(=CC=C21)NC(=O)C2C(C2)CN(C)C